OCCN1CC2=C(CC1)N=C(S2)C2=C(C(=CC=C2)C2=C(C(=CC=C2)OCCCN2CCC1(CCCC(N1)=O)CC2)C)C#N 3-(5-(2-hydroxyethyl)-4,5,6,7-tetrahydrothiazolo[5,4-c]pyridin-2-yl)-2'-methyl-3'-(3-(2-oxo-1,9-diazaspiro[5.5]undec-9-yl)propoxy)-[1,1'-biphenyl]-2-carbonitrile